(3R)-N-{5-[2-fluoro-5-(trifluoromethoxy)phenyl]-1H-indazol-3-yl}piperidine-3-carboxamide hydrochloride Cl.FC1=C(C=C(C=C1)OC(F)(F)F)C=1C=C2C(=NNC2=CC1)NC(=O)[C@H]1CNCCC1